(S)-N-(5-methyl-4-oxo-7-((tetrahydro-2H-pyran-4-yl)ethynyl)-2,3,4,5-tetrahydrobenzo[b][1,4]oxazepin-3-yl)-4-((2-methylthiazol-4-yl)methyl)pyridineamide CN1C2=C(OC[C@@H](C1=O)NC(=O)C1=NC=CC(=C1)CC=1N=C(SC1)C)C=CC(=C2)C#CC2CCOCC2